8-(monofluoromethyl)-2-trifluoromethyl-2H-benzopyran-3-carboxylic acid FCC1=CC=CC=2C=C(C(OC21)C(F)(F)F)C(=O)O